tert-butyl (R)-(4-(methylthio)-1-oxo-1-((1-(5-(trifluoromethyl)pyrimidin-2-yl)piperidin-4-yl)amino)butan-2-yl)carbamate CSCC[C@H](C(NC1CCN(CC1)C1=NC=C(C=N1)C(F)(F)F)=O)NC(OC(C)(C)C)=O